1-benzyl-5-methyl-1,4-diazepane C(C1=CC=CC=C1)N1CCNC(CC1)C